ClC1=C(C=2N(C=C1)C(=NC2)C=2NC=CN2)F 2-[7-chloro-8-fluoroimidazo[1,5-a]pyridin-3-yl]-1H-imidazole